C(C(C)C)N(C([O-])=S)CC(C)C N,N-diisobutylthiocarbamate